pentaethylene glycol methyl ether borate B(OCCOCCOCCOCCOCCOC)([O-])[O-]